dichloro(methyl)(5-(4-(10-phenylanthracen-9-yl)phenyl)amyl)silane Cl[Si](CCCCCC1=CC=C(C=C1)C=1C2=CC=CC=C2C(=C2C=CC=CC12)C1=CC=CC=C1)(C)Cl